6-methoxy-2-(pyridin-2-yl)-3,4-dihydroisoquinoline COC=1C=C2CCN(CC2=CC1)C1=NC=CC=C1